C(C)(C)(C)[Si](OCC1CCC(CC1)=O)(C)C 4-[[Tert-butyl-(dimethyl)silyl]oxymethyl]cyclohexanone